NC1=NC=NN2C1=CC=C2[C@]2([C@@H]([C@@H]([C@H](O2)COP(=O)(OC2=CC=CC=C2)N[C@H](C(=O)OC2CCC2)C)O)O)C#N (2S)-cyclobutyl 2-(((((2R,3S,4R,5R)-5-(4-aminopyrrolo[2,1-f][1,2,4]triazin-7-yl)-5-cyano-3,4-dihydroxytetrahydrofuran-2-yl)methoxy)(phenoxy)phosphoryl) amino)propanoate